(4-(4-amino-1-isopropyl-1H-pyrazolo[3,4-d]pyrimidin-3-yl)-2-fluorophenyl)acetic acid NC1=C2C(=NC=N1)N(N=C2C2=CC(=C(C=C2)CC(=O)O)F)C(C)C